CC1(OB(OC1(C)C)C1=CC(=CC=2C=COC21)COC2=C(C=CC=C2)CC(=O)OCC)C ethyl 2-(2-((7-(4,4,5,5-tetramethyl-1,3,2-dioxaborolan-2-yl)benzofuran-5-yl)methoxy)phenyl)acetate